ClC1=C(C(=CC(=N1)N(CC1=CC=C(C=C1)OC)CC1=CC=C(C=C1)OC)C)C(F)(F)F 6-chloro-N,N-bis(4-methoxybenzyl)-4-methyl-5-(trifluoromethyl)pyridin-2-amine